2-(1-(2-Methylpyridin-4-yl)azetidin-3-yl)acetic acid CC1=NC=CC(=C1)N1CC(C1)CC(=O)O